ClC1=CC(=C2C(=N1)N(C=C2)C2CC(C2)OC)CN2CCCC2 6-chloro-1-(3-methoxycyclobutyl)-4-(pyrrolidin-1-ylmethyl)-1H-pyrrolo[2,3-b]pyridine